ClC=1C=C(C=2N(N1)C(=CN2)C(C)C)N(C(OC(C)(C)C)=O)C2=C(C=CC=C2)C(F)(F)F tert-butyl (6-chloro-3-isopropylimidazo[1,2-b]pyridazin-8-yl)(2-(trifluoromethyl)phenyl)carbamate